2-(tert-butyl) 7-oxo-2,5,8-triazaspiro[3.5]nonane-2,5-dicarboxylate O=C1CN(C2(CN(C2)C(=O)OC(C)(C)C)CN1)C(=O)[O-]